CC1=C(C=C(C(=C1C)O)C)C1=C(C(=C(C(=C1)C)O)C)C 2,2',3,3',5,5'-hexamethyl-(1,1'-biphenyl)-4,4'-diol